tert-Butyl 2-((2S,6R)-4-(2-(4-amino-2-ethyl-6-fluorophenoxy)ethyl)-2,6-dimethylpiperazin-1-yl)acetate NC1=CC(=C(OCCN2C[C@@H](N([C@@H](C2)C)CC(=O)OC(C)(C)C)C)C(=C1)F)CC